ethyl 2-[7-(1-fluoroethyl)-4-isopropyl-1-oxo-pyrrolo[1,2-d][1,2,4]triazin-2-yl]acetate FC(C)C=1C=C2N(C(=NN(C2=O)CC(=O)OCC)C(C)C)C1